[N+](=O)([O-])C1=C(C=CC=C1)[C@H]1[C@@H](OC(O1)C1=CC=CC=C1)CO ((4S,5S)-5-(2-nitrophenyl)-2-phenyl-1,3-dioxolan-4-yl)methanol